OC1=C(C(=C2C(C(=O)NC2=O)=C1)O)OC=1C=C2C(C(=O)NC2=O)=CC1 dihydroxy-4,4'-oxybisphthalimide